2,2-dimethoxyethyl phenyl carbonate C(OCC(OC)OC)(OC1=CC=CC=C1)=O